COC1=C(C=CC(=C1)C)P(C1=C(C=C(C=C1)C)OC)CC1(COC2(OC1)CCCCCCCCCCC2)CP(C2=C(C=C(C=C2)C)OC)C2=C(C=C(C=C2)C)OC 3,3-bis[bis-(2-methoxy-4-methylphenyl)phosphinomethyl]-1,5-dioxa-spiro[5.11]heptadecane